3,4-dimethyl-2-((4,6-dimethoxy-pyrimidin-2-yl)seleno)benzoic acid CC=1C(=C(C(=O)O)C=CC1C)[Se]C1=NC(=CC(=N1)OC)OC